ditertiary butyl-p-cresol C(C)(C)(C)C1=C(C(=CC=C1C)O)C(C)(C)C